3-(4-((12-(4-(4-((R)-3-(4-amino-3-(4-phenoxyphenyl)-1H-pyrazolo[3,4-d]pyrimidin-1-yl)piperidin-1-yl)-4-oxobutyl)piperazin-1-yl)dodecyl)amino)-1-oxoisoindoline-2-yl)piperidine-2,6-dione NC1=C2C(=NC=N1)N(N=C2C2=CC=C(C=C2)OC2=CC=CC=C2)[C@H]2CN(CCC2)C(CCCN2CCN(CC2)CCCCCCCCCCCCNC2=C1CN(C(C1=CC=C2)=O)C2C(NC(CC2)=O)=O)=O